3-methyl-hydroxybutyl-vinyl-monopropylene glycol CC(CCC(C(CO)O)C=C)CO